(1's,3R,16'S,19's)-6-fluoro-8',18'-dioxa-11'-azaspiro[morpholine-3,15'-tetracyclo[17.2.2.02,7.011,16]tricosane] FC1OC[C@]2(CCCN3CCOC4CCCCC4C4CCC(OC[C@H]23)CC4)NC1